NC1=NC=C(C=C1C(=O)N[C@H]1COC[C@@H]1OCC1=CC=C(C=C1)B1OC(C(O1)(C)C)(C)C)C=1C(=NN(C1)C)C 2-amino-5-(1,3-dimethyl-1H-pyrazol-4-yl)-N-[(3S,4R)-4-{[4-(4,4,5,5-tetramethyl-1,3,2-dioxaborolan-2-yl)phenyl]methoxy}oxolan-3-yl]pyridine-3-carboxamide